N-({1-[(4-Hydroxypiperidin-1-yl)methyl]cyclobutyl}methyl)-4H,5H,6H,7H,8H,9H-cycloocta[b]thiophene-2-carboxamide OC1CCN(CC1)CC1(CCC1)CNC(=O)C1=CC2=C(S1)CCCCCC2